5-(4,5-dichloro-2-(1H-pyrazol-4-yl)phenyl)-3-methylenedihydrofuran-2(3H)-one ClC1=CC(=C(C=C1Cl)C1CC(C(O1)=O)=C)C=1C=NNC1